(10aR,11S)-11-((R)-(2,3-Difluorophenyl)(phenyl)methyl)-4-hydroxy-7,8,10a,11-tetrahydro-10H-pyridazino[1',6':4,5]pyrazino[2,1-c][1,4]oxazin-3,5-dion FC1=C(C=CC=C1F)[C@H]([C@@H]1N2C(C(N3[C@H]1COCC3)=O)=C(C(C=N2)=O)O)C2=CC=CC=C2